(3S)-1-{4-[7-(4-cyanophenyl)-5-[(1R)-1-methyl-1,2,3,4-tetrahydroisoquinoline-2-carbonyl]pyrazolo[1,5-a]pyrimidin-2-yl]-3-fluorophenyl}pyrrolidine-3-carboxylic acid C(#N)C1=CC=C(C=C1)C1=CC(=NC=2N1N=C(C2)C2=C(C=C(C=C2)N2C[C@H](CC2)C(=O)O)F)C(=O)N2[C@@H](C1=CC=CC=C1CC2)C